N-((1-(4-chlorophenyl)-1H-pyrazol-4-yl)methyl)-1,5,7-trimethyl-4-oxo-4,5-dihydro-1H-pyrrolo[3,2-c]pyridine-3-carboxamide ClC1=CC=C(C=C1)N1N=CC(=C1)CNC(=O)C1=CN(C2=C1C(N(C=C2C)C)=O)C